N1C=NC2=C1C=CC(=C2)N2C(C(C2C2=C(C=C(C=C2F)C=2C=NN(C2)C(F)(F)F)F)C)=O 1-(1H-benzo[d]imidazol-5-yl)-4-(2,6-difluoro-4-(1-(trifluoromethyl)-1H-pyrazol-4-yl)phenyl)-3-methylazetidin-2-one